Cl.BrC1=C(C=C(C=C1F)CN)F (4-bromo-3,5-difluoro-phenyl)methylamine hydrochloride